7-((2R,3R,4S,5R)-5-((R)-(4-chlorophenyl)(hydroxy)methyl)-3,4-dihydroxytetrahydrofuran-2-yl)-5-fluoro-1,7-dihydro-4H-pyrrolo[2,3-d]pyrimidin-4-one oxime ClC1=CC=C(C=C1)[C@H]([C@@H]1[C@H]([C@H]([C@@H](O1)N1C=C(C2=C1NC=NC2=NO)F)O)O)O